t-butyl-(4-iodo-3-(trifluoromethyl)phenoxy)dimethylsilane lithium quinolate N1=C(C=CC2=CC=CC=C12)C(=O)[O-].[Li+].C(C)(C)(C)[Si](C)(C)OC1=CC(=C(C=C1)I)C(F)(F)F